3-[4-[5-(ethoxymethyl)isoxazol-3-yl]phenyl]-5-(trifluoromethyl)-1,2,4-oxadiazole C(C)OCC1=CC(=NO1)C1=CC=C(C=C1)C1=NOC(=N1)C(F)(F)F